N-isobutyl-2-(5-(trifluoromethyl)-1,2,4-oxadiazol-3-yl)-4,7-dihydrothieno[2,3-c]pyridine-6(5H)-carboxamide C(C(C)C)NC(=O)N1CC2=C(CC1)C=C(S2)C2=NOC(=N2)C(F)(F)F